methyl (1r,4R)-4-amino-2'-[(2R)-3-hydroxy-2-methylpropyl]spiro[cyclohexane-1,1'-indene]-4-carboxylate NC1(CCC2(C(=CC3=CC=CC=C23)C[C@H](CO)C)CC1)C(=O)OC